magnesium aluminum nickel carbonate C([O-])([O-])=O.[Ni+2].[Al+3].[Mg+2]